C(CCC)C(CC(=O)OCC(COC(CC(CCCCCC)(CCCC)CCCC)=O)N1CCC2(CC1)CCN(CC2)CCCCO)(CCCCCC)CCCC 2-(9-(4-hydroxybutyl)-3,9-diazaspiro[5.5]undecan-3-yl)propane-1,3-diyl bis(3,3-dibutylnonanoate)